N1=C(C=CC=C1)C1(C2CCN(CC12)C1=NC=2C(=NC=C(N2)SC=2C(=NC=CC2)C(F)(F)F)N1)CNC(OCC1=CC=CC=C1)=O benzyl ((7-(pyridin-2-yl)-3-(5-((2-(trifluoromethyl)pyridin-3-yl)thio)-1H-imidazo[4,5-b]pyrazin-2-yl)-3-azabicyclo[4.1.0]heptan-7-yl)methyl)carbamate